Cl.FC1N(CCC1C(=O)O)F difluoro-pyrrolidine-3-carboxylate hydrochloride